Cl.C1(=CC(=CC=C1)NC(=O)[C@H]1CNC[C@@H]1C1=CC=CC=C1)C1=CC=CC=C1 (3R,4S)-N-(biphenyl-3-yl)-4-phenylpyrrolidine-3-carboxamide hydrochloride